2-((1-(5-(4-ethylpiperazin-1-yl)-9-methyl-[1,2,4]triazolo[4,3-c]quinazolin-7-yl)ethyl)amino)benzoic acid C(C)N1CCN(CC1)C1=NC=2C(=CC(=CC2C=2N1C=NN2)C)C(C)NC2=C(C(=O)O)C=CC=C2